2-(2-((1,1-dimethylethyl)sulfonylamino)thiazol-4-yl)-2-methyl-N-(4-(pyridin-3-yl)phenyl)propanamide CC(C)(C)S(=O)(=O)NC=1SC=C(N1)C(C(=O)NC1=CC=C(C=C1)C=1C=NC=CC1)(C)C